N1C=NC2=C1C=NC=N2 IMIDAZOPYRIMIDINE